O=C1NC(CCC1OC1=CC=C(C=C1)C1CCN(CC1)CC1CCC(CC1)N1N=C2C=C(C(=CC2=C1)C(=O)NC=1C=NN2C1N=CC=C2)OC(C)C)=O 2-((1r,4r)-4-((4-(4-((2,6-dioxopiperidin-3-yl)oxy)phenyl)piperidin-1-yl)methyl)cyclohexyl)-6-isopropoxy-N-(pyrazolo[1,5-a]pyrimidin-3-yl)-2H-indazole-5-carboxamide